2-HYDROXYQUINOLIN-3-YLBORONIC ACID OC1=NC2=CC=CC=C2C=C1B(O)O